C[Si](C1=CC=C(C=C1)CC#N)(C)C p-trimethylsilyl-benzeneacetonitrile